NC=1N=C(C2=CC=CC=C2C1)C=1C(=CC2=C(N(C(N=C2N2[C@H](CN(CC2)C(C=C)=O)C)=O)C2=C(C=CC=C2)C(C)C)N1)Cl 7-(3-amino-1-isoquinolinyl)-6-chloro-4-((2S)-2-methyl-4-(2-propenoyl)-1-piperazinyl)-1-(2-(2-propanyl)phenyl)pyrido[2,3-d]pyrimidin-2(1H)-one